COCCC=1NC2=C(C=NC=3C=CC=C(C23)OCCC(C)(O)C)N1 4-[[2-(2-methoxyethyl)-1H-imidazo[4,5-c]quinolin-9-yl]oxy]-2-methyl-2-butanol